C(C)(=O)C1=C(C2=C(N=C(N=C2)NC2=NC=C(C=C2)NCC2=CC=C(C=C2)F)N(C1=O)C1CCCC1)C 6-Acetyl-8-cyclopentyl-2-[5-(4-fluoro-benzylamino)-pyridin-2-ylamino]-5-methyl-8H-pyrido[2,3-d]pyrimidin-7-one